O[C@]1(CN(OC1)C(=O)C=1N(N=C2N(CN(CC21)C)CC(C)C)CC2=C(C=CC=C2)C(F)(F)F)C (S)-3-(4-hydroxy-4-methylisoxazolidine-2-carbonyl)-7-isobutyl-5-methyl-2-(2-(trifluoromethyl)benzyl)-2,7-dihydro-4H-pyrazolo[3,4-d]Pyrimidine